6-[3-[(2-chloro-5-fluoro-pyrimidin-4-yl)amino]-7,8-dihydro-5H-1,6-naphthyridin-6-yl]-4,5-dimethyl-pyridazine-3-carbonitrile ClC1=NC=C(C(=N1)NC=1C=NC=2CCN(CC2C1)C1=C(C(=C(N=N1)C#N)C)C)F